3-(methylsulfonyl)picolinamide CS(=O)(=O)C=1C(=NC=CC1)C(=O)N